C1(CC1)C1=CC(=CC(=N1)NC(C=1C(N(C=C(C1)CN[C@H]([C@H](C)OC)C)C1CC1)=O)=O)C1=C(C=C(C=C1)OC)C(=O)N1CC(C1)(F)F N-(6-Cyclopropyl-4-{2-[(3,3-difluoro-1-azetidinyl)carbonyl]-4-methoxyphenyl}-2-pyridyl)-1-cyclopropyl-5-{[(1S,2S)-2-methoxy-1-methylpropylamino]methyl}-2-oxo-1,2-dihydronicotinamide